butyl-methoxypentoxysilane C(CCC)[SiH2]OCCCCCOC